5-fluoro-4-(2-(((2R,7aS)-2-fluorotetrahydro-1H-pyrrolizin-7a(5H)-yl)methoxy)-8,8a,9,10,11,12-hexahydropyrazino[2',1':3,4][1,4]oxazepino[5,6,7-de]quinazolin-5-yl)naphthalen-2-ol FC1=C2C(=CC(=CC2=CC=C1)O)C=1C=C2C3=C(N=C(N=C3C1)OC[C@]13CCCN3C[C@@H](C1)F)N1C(CO2)CNCC1